(4,6-dichloro-2-(methylthio)pyrimidin-5-yl)propan-1-amine ClC1=NC(=NC(=C1C(CC)N)Cl)SC